ethylene carbonate monobromide [Br-].C1(OCCO1)=O